1-(4-methyl-2-(trifluoromethyl)phenyl)ethan-1-ol CC1=CC(=C(C=C1)C(C)O)C(F)(F)F